C1(CCCCC1)[C@H](CC(=O)O)N(C)C(=O)OCC1C2=CC=CC=C2C=2C=CC=CC12 (3S)-3-cyclohexyl-3-[9H-fluoren-9-ylmethoxycarbonyl(methyl)amino]propanoic acid